Methyleneadipamide C=C(C(=O)N)CCCC(=O)N